C(#N)/C=C/C1=C(C=CC=C1)[C@@H]1C2=C(N(C([C@H]1NC(=O)C1=NC=CC(=N1)C(F)(F)F)=O)CC)N(N=C2)C2=CC=CC=C2 |r| rac-N-((4R,5S)-4-(2-((E)-2-cyanovinyl)phenyl)-7-ethyl-6-oxo-1-phenyl-4,5,6,7-tetrahydro-1H-pyrazolo[3,4-b]pyridin-5-yl)-4-(trifluoromethyl)pyrimidine-2-carboxamide